C(C=C)NC(=O)C1=C(SC(=C1C)C)[Si](C)(C)C N-allyl-4,5-dimethyl-2-trimethylsilylthiophene-3-carboxamide